CC1OC(CCOC(CC1OC(C(C)C)=O)=O)=O 6-methyl-4,9-dioxo-1,5-dioxonan-7-yl-2-methylpropanoate